((2R,3S,4R,5R)-5-(6-amino-9H-purin-9-yl)-3,4-dihydroxytetrahydrofuran-2-yl) phosphate P(=O)(O[C@H]1O[C@H]([C@@H]([C@@H]1O)O)N1C2=NC=NC(=C2N=C1)N)([O-])[O-]